o-Methoxybenzophenon COC1=C(C=CC=C1)C(C1=CC=CC=C1)=O